N[C@H]1CN(CC1)C1=CC2=C(N=C(S2)CNC(=O)C2(CC3=CC=CC=C3C2)CC(=O)O)C=C1 2-[2-[[6-[(3R)-3-aminopyrrolidin-1-yl]-1,3-benzothiazol-2-yl]methylcarbamoyl]indan-2-yl]acetic acid